3,3',3''-(hexane-1,2,6-triyltris(oxy))tripropanenitrile C(C(CCCCOCCC#N)OCCC#N)OCCC#N